O=C1CCOC2=C(C(=CC=C12)OC(C1=CC=C(C#N)C=C1)C1=CC=NC=C1)C1=CC=CC=C1 4-(((4-oxo-8-phenylchroman-7-yl)oxy)(pyridin-4-yl)methyl)benzonitrile